(9H-fluoren-9-yl)methyl ((S)-1-((2S,4R)-4-hydroxy-2-(((S)-1-(4-(4-methylthiazol-5-yl)phenyl)ethyl)carbamoyl)pyrrolidin-1-yl)-3,3-dimethyl-1-oxobutan-2-yl)carbamate O[C@@H]1C[C@H](N(C1)C([C@H](C(C)(C)C)NC(OCC1C2=CC=CC=C2C=2C=CC=CC12)=O)=O)C(N[C@@H](C)C1=CC=C(C=C1)C1=C(N=CS1)C)=O